palladium (i) bromide [Pd]Br